(rac)-ethyl 7-(5-(hydroxymethyl)-1,3-dimethyl-1H-pyrazol-4-yl)-6-methyl-3-(4-(naphthalen-1-yloxy)butan-2-yl)-1H-indole-2-carboxylate OCC1=C(C(=NN1C)C)C=1C(=CC=C2C(=C(NC12)C(=O)OCC)[C@H](C)CCOC1=CC=CC2=CC=CC=C12)C |r|